tert-butyl 3-carbonyl-1,5,7,8-tetrahydrofurano[3,4-g]isoquinoline-6(3H)-carboxylate C(=O)=C1OCC2=CC=3CCN(CC3C=C21)C(=O)OC(C)(C)C